2',4',5',6'-tetrahydro-5H-spiro[furo[3,4-b]pyridine-7,3'-pyran]-1-oxide O1CC2(CCC1)OCC=1C2=[N+](C=CC1)[O-]